(1R,4R,7R)-2-azabicyclo[2.2.1]Heptane-7-ylcarbamic acid tert-butyl ester C(C)(C)(C)OC(N[C@H]1[C@@H]2NC[C@H]1CC2)=O